bisdodecylphenyl-tetramethylethylenediamine C(CCCCCCCCCCC)C(C(N(C)C)C1=CC=CC=C1)(N(C)C)CCCCCCCCCCCC